4-(2-(Dimethylamino)propan-2-yl)-N'-(1,2,3,5,6,7-hexahydro-s-indacen-4-yl-carbamoyl)benzene-sulfonimidamide CN(C(C)(C)C1=CC=C(C=C1)S(=O)(N)=NC(NC1=C2CCCC2=CC=2CCCC12)=O)C